C(C)ON1CC2CCC(C1)N2C=2N(C(C1=CC(=CC(=C1C2)[C@@H](C)NC2=C(C(=O)OC)C=CC=C2)F)=O)C methyl 2-(((1R)-1-(3-(3-ethoxy-3,8-diazabicyclo[3.2.1]octan-8-yl)-7-fluoro-2-methyl-1-oxo-1,2-dihydroisoquinolin-5-yl)ethyl)amino)benzoate